C1(C=CC2=CC=CC=C12)C1=CC=CC=2C3=CC=CC=C3CC12 indenyl-fluorene